C(C)N1C(NC2=C(C(=CC=C2C1=O)CN1CC2(CN(C2)C=2C=CC(=NC2F)C(=O)NC)C1)F)=O 5-(6-((3-ethyl-8-fluoro-2,4-dioxo-1,2,3,4-tetrahydroquinazolin-7-yl)methyl)-2,6-diazaspiro[3.3]heptan-2-yl)-6-fluoro-N-methylpicolinamide